[SiH3]C[SiH2]C[SiH3] 1,3,5-trisilapentan